N-methoxy-N-methyl-5-(trifluoromethyl)pyridineamide CON(C(=O)C1=NC=C(C=C1)C(F)(F)F)C